ClC1=CNC2=C(C=CC(=C12)Cl)NS(=O)(=O)C1=CC=C(C=C1)S(=O)(=O)NC1CCN(CC1)C(C(F)(F)F)=O N1-(3,4-dichloro-1H-indol-7-yl)-N4-(1-(2,2,2-trifluoroacetyl)piperidin-4-yl)benzene-1,4-disulfonamide